N1N=CC2=C(C=CC=C12)C=1N=C(C2=C(N1)C=C(S2)/C=C/C(=O)N2CCN(CC2)C(C)=O)N2CCOCC2 (E)-3-(2-(4-indazolyl)-4-morpholino-6-thieno[3,2-d]pyrimidinyl)-1-(4-acetyl-1-piperazinyl)-2-propen-1-one